NC1=NC=2C=CC(=CC2C2=C1C=NN2C)C(=O)N(N(C)C(=O)C21CC(C2)(C1)C#N)CC1=NC=C(C=C1)C(F)(F)F 4-amino-N'-(3-cyanobicyclo[1.1.1]pentane-1-carbonyl)-N',1-dimethyl-N-[[5-(trifluoromethyl)-2-pyridyl]methyl]pyrazolo[4,3-c]quinoline-8-carbohydrazide